FC=1C(=C(C=CC1F)[C@H]1[C@H](O[C@@]([C@H]1C)(C(F)(F)F)C)C(=O)NC1=NC=CC(=C1)C(=O)N)OC 2-[[(2S,3s,4s,5s)-3-(3,4-difluoro-2-methoxy-phenyl)-4,5-dimethyl-5-(trifluoromethyl)tetrahydrofuran-2-carbonyl]amino]pyridine-4-carboxamide